5-bromo-2-(5-(methylsulfonyl)-4,5,6,7-tetrahydro-2H-pyrazolo[4,3-c]pyridin-2-yl)benzonitrile BrC=1C=CC(=C(C#N)C1)N1N=C2C(CN(CC2)S(=O)(=O)C)=C1